2-[[5-bromo-2-[4-[4-(3-methoxy-4-nitro-pyrazol-1-yl)butylsulfamoyl]anilino]pyrimidin-4-yl]amino]-6-fluoro-benzamide BrC=1C(=NC(=NC1)NC1=CC=C(C=C1)S(NCCCCN1N=C(C(=C1)[N+](=O)[O-])OC)(=O)=O)NC1=C(C(=O)N)C(=CC=C1)F